ClC=1N=CC=C2C=C(C(=NC12)OC)C(=O)NCC1=CC=C(C=C1)C#N 8-chloro-N-(4-cyanobenzyl)-2-methoxy-1,7-naphthyridine-3-carboxamide